FC(F)(F)C1=C(C=CC=C1)[B-](C1=C(C=CC=C1)C(F)(F)F)(C1=C(C=CC=C1)C(F)(F)F)C1=C(C=CC=C1)C(F)(F)F.C(CCC)[NH+](CCCC)CCCC tributyl-ammonium tetrakis(trifluoromethylphenyl)borate